CO[Si]1(N(CCC1)CCCCCCCC[Si](OC)(OC)OC)C 2-methoxy-2-methyl-N-(trimethoxysilyloctyl)-1-aza-2-silacyclopentane